C(C1=CC=CC=C1)SC=1C=C(C=2N(C1)C(=CN2)C(=O)NNC(C(F)F)=O)Cl 6-(benzylthio)-8-chloro-N'-(2,2-difluoroacetyl)imidazo[1,2-a]pyridine-3-carbohydrazide